N,N-dimethyl-2-(2,2,7-trifluoro-3-oxo-6-(perfluorophenyl)-2,3-dihydro-4H-benzo[b][1,4]oxazin-4-yl)acetamide CN(C(CN1C2=C(OC(C1=O)(F)F)C=C(C(=C2)C2=C(C(=C(C(=C2F)F)F)F)F)F)=O)C